6-(8-((5-fluoro-2-methoxypyridin-4-yl)sulfonyl)-8-azaspiro[4.5]decan-2-yl)-2-oxa-6-azaspiro[3.3]heptane FC=1C(=CC(=NC1)OC)S(=O)(=O)N1CCC2(CCC(C2)N2CC3(COC3)C2)CC1